(S)-6-((6-((2-(cyclohexa-1,5-dien-1-yl)ethyl)amino)-6-oxohexyl)amino)-6-oxo-5-(3-(1,2,3,4,5-pentamethylcyclopenta-2,4-dien-1-yl)propanamido)hexan-1-aminium acetate C(C)(=O)[O-].C1(=CCCC=C1)CCNC(CCCCCNC([C@H](CCCC[NH3+])NC(CCC1(C(=C(C(=C1C)C)C)C)C)=O)=O)=O